FC1=C(C=CC=C1NC(NC=1C=NC(=CC1)C)=O)CN1[C@@H](CN(C[C@@H]1C)C(=O)N(C)C)C {(5S,3R)-4-[(2-fluoro-3-{[N-(6-methyl(3-pyridyl))carbamoyl]amino}phenyl)methyl]-3,5-dimethylpiperazinyl}-N,N-dimethylcarboxamide